5-chloro-1'-{2-[4-(1-methanesulfonylpiperidin-4-yl)phenoxy]ethyl}-1,2-dihydrospiro[indole-3,4'-piperidin]-2-one ClC=1C=C2C(=CC1)NC(C21CCN(CC1)CCOC1=CC=C(C=C1)C1CCN(CC1)S(=O)(=O)C)=O